C(C)C(C(=O)O)(C)C.C(C(C)C)(=O)OCC ethyl isobutyrate (ethyl 2-methylpropionate)